F[C@H]1CN(CC[C@H]1NC1=C2C=C(N(C2=CC=C1)CC(F)(F)F)C1=NOC(=N1)CNC(C1=CC=C(C=C1)OC)=O)C N-{[3-(4-{[(3S,4R)-3-fluoro-1-methylpiperidin-4-yl]amino}-1-(2,2,2-trifluoroethyl)-1H-indol-2-yl)-1,2,4-oxadiazol-5-yl]methyl}-4-methoxybenzamide